CC(C(C)=O)C 3-methyl-2-butanal